3,4-didodecyloxybenzylamine C(CCCCCCCCCCC)OC=1C=C(CN)C=CC1OCCCCCCCCCCCC